2-(3-bromo-5-(nicotinoyloxy)benzylidene-amino)-2-methylbutanoic acid BrC=1C=C(C=NC(C(=O)O)(CC)C)C=C(C1)OC(C1=CN=CC=C1)=O